The molecule is a tetrol composed of ethyleneglycol having a 3,4-dihydroxyphenyl group at the 1-position. It has a role as a metabolite and a mouse metabolite. It is a member of catechols and a tetrol. C1=CC(=C(C=C1C(CO)O)O)O